C(C)(C)(C)CC(C)(C)OC(=O)N(C(O)=O)C1=NC=CC=C1C#CC1=NC=CC2=CN=C(C=C12)NC1=C(C=C(C=C1)SCC1=CC=CC=C1)C.FC1=C(C(=CC=C1)C(=O)C(O)C1=CC=CC=C1)O fluorobenzoinol tert-butyl-(3-((7-((4-(benzylthio)-2-methylphenyl)amino)-2,6-naphthyridin-1-yl)ethynyl)pyridin-2-yl)(tert-butoxycarbonyl)carbamate